copper bislysinate N[C@@H](CCCCN)C(=O)[O-].N[C@@H](CCCCN)C(=O)[O-].[Cu+2]